CC=1C(=NOC1C)N(S(=O)(=O)C=1C(=CC=CC1)C1=CC=CC=C1)COC N-(4,5-Dimethylisoxazol-3-yl)-N-(methoxymethyl)-[1,1'-biphenyl]-2-sulfonamide